C(C)C(C(=O)OC1CCC(CC1)C1C2C(C(C(C1)C2)(C)C)C)(CC(C)C)N2C(C(=CC(=C2)CC=C)C)=O 4-(5,5,6-trimethylbicyclo[2.2.1]Hept-2-yl)cyclohexanol Ethyl-2-(5-allyl-3-methyl-2-oxopyridin-1(2H)-yl)-4-methylpentanoate